FC(C)(N)F difluoroethan-1-amine